4,4'-bis(2-ethoxycarbonylmethoxy)-3,3',6,6'-tetramethyl-biphenyl CCOC(=O)COC1=C(C=C(C(=C1)C)C1=CC(=C(C=C1C)OCC(=O)OCC)C)C